cobalt oxide cerium [Ce].[Co]=O